7-fluoro-2-(4-isopropyl-3-methoxyphenyl)-4H-benzopyran-4-one FC1=CC2=C(C(C=C(O2)C2=CC(=C(C=C2)C(C)C)OC)=O)C=C1